C1(CC1)CC#CC=1C=C(OC2=NNC(=C2C(=O)OCC)C)C=CC1 Ethyl 3-(3-(3-cyclopropylprop-1-ynyl)phenoxy)-5-methyl-1H-pyrazole-4-carboxylate